C(C1=CC=CC=C1)OC(=O)N1C[C@@H](CC1)N |r| (RS)-3-aminopyrrolidine-1-carboxylic acid benzyl ester